tin dioxide antimony [Sb].[Sn](=O)=O